(1R,4R)-N1-((1H-pyrazol-3-yl)methyl)-N4-(5-chloro-4-(5-(cyclopropyl-methyl)-1-methyl-1H-pyrazol-4-yl)pyrimidin-2-yl)cyclohexane-1,4-diamine N1N=C(C=C1)CNC1CCC(CC1)NC1=NC=C(C(=N1)C=1C=NN(C1CC1CC1)C)Cl